BrC1=CC2=C(N(N=C2C=C1Cl)[C@H]1C=C(C(=O)O)O[C@H]([C@@H]1NC(=O)C=1SC=CC1)[C@H](O)[C@H](O)CO)C#N 2,6-Anhydro-4-(5-bromo-6-chloro-3-cyano-2H-indazol-2-yl)-3,4,5-trideoxy-5-(thiophene-2-carboxamido)-D-glycero-D-galacto-non-2-enonic acid